2-(ethyldimethylsilyl)-1-methyl-1H-indole C(C)[Si](C=1N(C2=CC=CC=C2C1)C)(C)C